BrC=1C=NC(=NC1)CNC([O-])=O [(5-bromopyrimidin-2-yl)methyl]carbamate